[C@H]12CN(C[C@H](CC1)N2)C2=NC(=NC1=C(C(=CC=C21)C#CC2=CC(=CC1=CC=CC=C21)O)F)OC[C@]21CCCN1C[C@@H](C2)F 4-((4-((1R,5S)-3,8-diazabicyclo[3.2.1]octan-3-yl)-8-fluoro-2-(((2R,7aS)-2-fluorotetrahydro-1H-pyrrolizin-7a(5H)-yl)methoxy)quinazolin-7-yl)ethynyl)naphthalen-2-ol